BrC=1C(N(C(=C(C1)C1=C(C=CC(=C1)F)Cl)C1=C(C=C(C=C1F)OC)F)CC)=O 3-bromo-5-(2-chloro-5-fluorophenyl)-6-(2,6-difluoro-4-methoxyphenyl)-1-ethylpyridin-2(1H)-one